CC1=C(C(=O)NNC(=O)NC2=CC=CC=C2)C=CC(=N1)C=1C=NC2=CC=CC=C2C1 2-[2-methyl-6-(quinoline-3-yl)nicotinoyl]-N-phenylhydrazine-1-carboxamide